racemic-tert-butyl-2-bromo-7-methyl-3-(pyridin-4-yl)-6,7-dihydropyrazolo[1,5-a]pyrazine-5(4H)-carboxylate C(C)(C)(C)OC(=O)N1CC=2N([C@@H](C1)C)N=C(C2C2=CC=NC=C2)Br |r|